6-fluoro-8-(6-fluoro-1-methylsulfonylindol-4-yl)-1,4,4,9-tetramethyl-5H-imidazo[4,5-c]quinoline FC1=CC(=C(C=2C3=C(C(NC12)(C)C)N=CN3C)C)C3=C1C=CN(C1=CC(=C3)F)S(=O)(=O)C